(Z)-3'-(4-(3-chloroacryloyl)morpholin-3-yl)-5'-cyano-4-fluoro-[1,1'-biphenyl]-3-carboxamide Cl\C=C/C(=O)N1C(COCC1)C=1C=C(C=C(C1)C#N)C1=CC(=C(C=C1)F)C(=O)N